methyl (3-((2-fluoro-4-methylphenyl)amino)benzoyl)glycinate FC1=C(C=CC(=C1)C)NC=1C=C(C(=O)NCC(=O)OC)C=CC1